COC([C@@H](N(C(=O)C1CN(C1)S(=O)(=O)C=C)C)C(C)C)=O N-methyl-N-(1-(vinylsulfonyl)azetidine-3-carbonyl)-L-valine methyl ester